1-(9-ethyl-2-(3-methoxy-4-phenyl-1H-pyrazol-1-yl)-6-morpholino-9H-purin-8-yl)cyclobutanol C(C)N1C2=NC(=NC(=C2N=C1C1(CCC1)O)N1CCOCC1)N1N=C(C(=C1)C1=CC=CC=C1)OC